OC1=CC=C(C=C1)C(\C=C\C1=CC=CC=C1)=O (E)-1-(4-hydroxyphenyl)-3-phenylprop-2-en-1-one